tetrahydro-1H,5H,11H-[1]benzopyrano[6,7,8-ij]-quinolizin-11-one C1C=2C3=C(CCCN3CC1)C=C1C=CC(OC12)=O